3-[5-(3,4-Difluorophenoxy)-2-pyridinyl]-1-ethyl-1-[(2R)-3,3,3-trifluoro-2-hydroxy-propyl]urea FC=1C=C(OC=2C=CC(=NC2)NC(N(C[C@H](C(F)(F)F)O)CC)=O)C=CC1F